C(/C1=CC=CC=C1)=C\1/CCCC1=O (E)-5-benzylidenecyclopentanone